O1C=CC2=C1C(NC=C2)=O furo[2,3-C]pyridin-7(6H)-one